(3-FLUORO-4-([(4-METHYLPYRIMIDIN-2-YL)SULFANYL]METHYL)PHENYL)BORANEDIOL FC=1C=C(C=CC1CSC1=NC=CC(=N1)C)B(O)O